ClC=1C(=NC(=NC1)NC1=C(C=C(C(=O)NC2=CC=C(C=C2)C#N)C=C1)OC)C1=NN(C=C1)C(C)C 4-((5-chloro-4-(1-isopropyl-1H-pyrazol-3-yl)pyrimidin-2-yl)amino)-N-(4-cyanophenyl)-3-methoxybenzamide